OC=1C=C(C=C(C1O)OC)C1=NC2=C(N1)C=CC(=C2)N2CCN(CC2)C(=O)C=2C=NC=CC2 (4-(2-(3,4-dihydroxy-5-methoxyphenyl)-1H-benzo[d]imidazol-5-yl)piperazin-1-yl)(pyridin-3-yl)methanone